tert-butyl N-[(2S)-1-hydroxy-4-(trifluoromethoxy)butan-2-yl]carbamate OC[C@H](CCOC(F)(F)F)NC(OC(C)(C)C)=O